NC1=CC=C(C=N1)/C=C/C(=O)NCC=1OC2=C(C1)C=C(C=C2Cl)C2=NC=C(C(=O)N1CCN(CC1)C(=O)OC(C)(C)C)C=C2 (E)-tert-Butyl 4-(6-(2-((3-(6-aminopyridin-3-yl)acrylamido)methyl)-7-chlorobenzofuran-5-yl)nicotinoyl)piperazine-1-carboxylate